(S)-quinuclidin-3-yl (5-(3-chlorophenyl)-3,3-dimethyl-2,3-dihydro-1H-inden-1-yl)carbamate ClC=1C=C(C=CC1)C=1C=C2C(CC(C2=CC1)NC(O[C@@H]1CN2CCC1CC2)=O)(C)C